1-[5-fluoro-4-(2-oxooxazolidin-3-yl)pyrimidin-2-yl]piperidine-4-carboxylic acid FC=1C(=NC(=NC1)N1CCC(CC1)C(=O)O)N1C(OCC1)=O